2-[4-(5-Amino-4-cyano-1-cyclopropyl-pyrazol-3-yl)phenyl]-N-[3-(2,2-dimethylpropyl)isoxazol-5-yl]acetamide NC1=C(C(=NN1C1CC1)C1=CC=C(C=C1)CC(=O)NC1=CC(=NO1)CC(C)(C)C)C#N